N1(CCC1)C(=O)O[C@@H]1CC[C@H](CC1)C(N(C[C@@H]1CC[C@H](CC1)C1=NC(=C(C=C1)OC)C)C1=NC=CC(=C1)C=1N=C(OC1)C1CC1)=O trans-4-((4-(2-Cyclopropyloxazol-4-yl)pyridine-2-yl)((trans-4-(5-methoxy-6-methylpyridin-2-yl)cyclohexyl)methyl)carbamoyl)cyclohexyl azetidine-1-carboxylate